(S)-tert-butyl 3-(pent-4-en-1-yloxy)pyrrolidine-1-carboxylate C(CCC=C)O[C@@H]1CN(CC1)C(=O)OC(C)(C)C